4-(2-{5-[(1R,4R,7R)-7-amino-2-azabicyclo[2.2.1]heptane-2-carbonyl]-7-methoxy-1-methyl-1H-1,3-benzodiazol-2-yl}-1-(cyclopropylmethyl)-1H-pyrrolo[2,3-b]pyridin-6-yl)-3-methoxybenzamide N[C@H]1[C@@H]2N(C[C@H]1CC2)C(=O)C2=CC1=C(N(C(=N1)C1=CC=3C(=NC(=CC3)C3=C(C=C(C(=O)N)C=C3)OC)N1CC1CC1)C)C(=C2)OC